2-methyl-4-(7H-purin-6-ylamino)but-2-en-1-ol methyl-(4-(1-(1-(5-bromopyridin-2-yl)-2-cyclopropylethyl)-1H-pyrazol-4-yl)phenyl)carbamate CN(C(=O)OCC(=CCNC1=C2NC=NC2=NC=N1)C)C1=CC=C(C=C1)C=1C=NN(C1)C(CC1CC1)C1=NC=C(C=C1)Br